NC=1N(C=2C=3C1C(NCC3C(=C(N2)C)C)=O)C2=C(C(=CC=C2C)OC)C 2-amino-1-(3-methoxy-2,6-dimethylphenyl)-6,7-dimethyl-4,5-dihydropyrrolo[4,3,2-de][2,6]naphthyridin-3(1H)-one